CN1C[C@@H](CCC1)NC1=NN=C(C=2N1C=CC2)C2=C(C=1CCCC1C=C2)O (R)-5-(4-((1-Methylpiperidin-3-yl)amino)pyrrolo[1,2-d][1,2,4]triazin-1-yl)-2,3-dihydro-1H-inden-4-ol